N1NCCCC12CCCCC2 diazaspiro[5.5]undecan